C(C1=CC=CC=C1)N[C@@H](CCC(=O)[O-])C(=O)[O-] benzyl-L-glutamat